2-(Dimethylamino)ethyl 2-[4,5-dihydro-4-methyl-4-(1-methylethyl)-5-oxo-1H-imidazol-2-yl]-3-pyridinecarboxylate hydrochloride Cl.CC1(N=C(NC1=O)C1=NC=CC=C1C(=O)OCCN(C)C)C(C)C